CNC(OC1CCC(CC1)C(N(CC12CCC(CC1)(CC2)C=2C=NC(=CC2)N(C)C)C2=CC(=CC=C2)C=2C=NN(C2)C2CC2)=O)=O 4-((3-(1-Cyclopropyl-1H-pyrazol-4-yl)phenyl)((4-(6-(dimethylamino)pyridin-3-yl)bicyclo[2.2.2]octan-1-yl)methyl)carbamoyl)cyclohexyl trans-methylcarbamate